C(=O)(O)C(CN1CC2=C(CC1)N(C(=N2)C(=O)N)C)(C)C 5-(2-carboxy-2-methylpropyl)-1-methyl-4,5,6,7-tetrahydro-1H-imidazo[4,5-c]pyridine-2-carboxamide